ClC1=C(C=CC=C1)[C@@H](OC1=NC(=NC=C1)C(=O)N[C@H](C)\C=C\S(=O)(=O)C)[C@@H]1OCCC1 ((R)-(2-Chlorophenyl)((R)-tetrahydrofuran-2-yl)methoxy)-N-((R,E)-4-(methylsulfonyl)but-3-en-2-yl)pyrimidine-2-carboxamide